1-(1-(5-methyl-6-((1R,5S)-2-oxo-3-azabicyclo[3.1.0]hexan-3-yl)pyridin-3-yl)ethyl)-1H-pyrazole-4-carboxylic acid, 2,2,2-trifluoroacetate salt FC(C(=O)O)(F)F.CC=1C=C(C=NC1N1C([C@@H]2C[C@@H]2C1)=O)C(C)N1N=CC(=C1)C(=O)O